ethyl 2-amino-4,5,6,7-tetrahydrobenzo[d]thiazole-6-carboxylate NC=1SC2=C(N1)CCC(C2)C(=O)OCC